BrC=1C=C(C=CC1C)C1=NC=C(C(=C1)C)C 2-(3-bromo-4-methylphenyl)-4,5-lutidine